(2S)-tert-butyl 2-[(1S)-1-[(4-cyanopyrimidin-2-yl) oxy] ethyl]-pyrrolidine-1-carboxylate C(#N)C1=NC(=NC=C1)O[C@@H](C)[C@H]1N(CCC1)C(=O)OC(C)(C)C